C(C)N1N=C(C(=C1)C1=NC=NC2=CC(=C(C=C12)NC(=O)[C@]12COC[C@@H]2C1)OC)C1=CC=CC=C1 (1R,5R)-N-(4-(1-ethyl-3-phenyl-1H-pyrazol-4-yl)-7-methoxyquinazolin-6-yl)-3-oxabicyclo[3.1.0]hexane-1-carboxamide